N3-(4-(2-(pyrrolidin-1-yl)ethoxy)phenyl)-1H-1,2,4-triazole-3,5-diamine N1(CCCC1)CCOC1=CC=C(C=C1)NC1=NNC(=N1)N